2-(4-Fluorophenyl)-1-(7-methyl-6-(1-methyl-1H-pyrazol-4-yl)-3,4-dihydro-1H-spiro(1,8-naphthyridine-2,3'-pyrrolidin)-1'-yl)ethan-1-one FC1=CC=C(C=C1)CC(=O)N1CC2(CC1)NC1=NC(=C(C=C1CC2)C=2C=NN(C2)C)C